3-fluoro-5-methoxy-2,6-dimethyl-aniline FC=1C(=C(N)C(=C(C1)OC)C)C